C(C)(C)(C)OC(=O)N[C@H](C(=O)O)CC1=CC=CC=2B(NN=CC21)O (S)-2-((tert-butoxycarbonyl)amino)-3-(1-hydroxy-1,2-dihydrobenzo[d][1,2,3]diazaborinin-5-yl)propanoic acid